1-(3-(4-fluorophenyl)-7-methyl-2-morpholinoquinolin-5-yl)ethan-1-one FC1=CC=C(C=C1)C=1C(=NC2=CC(=CC(=C2C1)C(C)=O)C)N1CCOCC1